C1(=CC=C(C=C1)C=1C(=NC2=CC=CC=C2N1)OB(O)O)C1=CC=CC=C1 (3-([1,1'-biphenyl]-4-yl)quinoxalin-2-yl)boric acid